N,N''-1,2-Ethandiylbis(1,3-propandiamin) C(CNCCCN)NCCCN